COC[C@@H](C1=CC(=CC=C1)OC(F)(F)F)NC(CC(C(C)(C)C)=O)=O N-[(1R)-2-methoxy-1-[3-(trifluoromethoxy)phenyl]ethyl]-4,4-dimethyl-3-oxo-pentanamide